C(C)(C)(C)OC(=O)N1CCC(CC1)NC1=NC(=NC=2N1N=CC2C(C)C)SC.OC2C[N+](CC(C2)O)(C)C 3,5-dihydroxy-1,1-dimethyl-piperidinium tert-butyl-4-((8-isopropyl-2-(methylthio)pyrazolo[1,5-a][1,3,5]triazin-4-yl)amino)piperidine-1-carboxylate